N1(CCCC1)C(C([2H])([2H])C1=CNC2=CC=CC(=C12)OC(CCCCCCC\C=C/C\C=C/CCCCC)=O)([2H])[2H].C(C1=CC=CC=C1)NC(\C=C\CCCOC1=CC2=CC=CC=C2C=C1)=O trans-N-benzyl-6-(naphthalen-2-yloxy)hex-2-enamide 3-(2-(pyrrolidin-1-yl)ethyl-1,1,2,2-d4)-1H-indol-4-yl-(9Z,12Z)-octadeca-9,12-dienoate